ClCCCCCCC1=CC=C(C=C1)C=C 1-(6-Chlorohexyl)-4-vinylbenzene